S(N)(OC[C@H]1OC(O[C@@H]1C1=CN=C(S1)Cl)(C)C)(=O)=O ((4R,5S)-5-(2-chlorothiazol-5-yl)-2,2-dimethyl-1,3-dioxolan-4-yl)methyl sulfamate